CC1=C(CSC[C@H](NC(C)=O)C(=O)O)C=CC=C1 S-(2-methylbenzyl)-N-acetylcysteine